(S)-5-(benzyloxy)-1-((R)-(4,5-difluoro-2-hydroxyphenyl)(phenyl)methyl)-2-(2-iodoethyl)-3-methyl-2,3-dihydro-1H-pyrido[2,1-f][1,2,4]triazine-4,6-dione C(C1=CC=CC=C1)OC=1C(C=CN2N([C@H](N(C(C21)=O)C)CCI)[C@H](C2=CC=CC=C2)C2=C(C=C(C(=C2)F)F)O)=O